N-(4-((1-acetylpiperidin-4-yl)oxy)-3-cyanophenyl)-N-benzylbenzenesulfonamide C(C)(=O)N1CCC(CC1)OC1=C(C=C(C=C1)N(S(=O)(=O)C1=CC=CC=C1)CC1=CC=CC=C1)C#N